C(C)N(S(=O)(=O)C1=CC=C(C(=O)NC2=CC(=CC=C2)NS(=O)(=O)C)C=C1)C1=CC=CC=C1 4-(N-ethyl-N-phenylsulfamoyl)-N-(3-(methylsulfonamido)phenyl)benzamide